(E)-1-(2,6,6-trimethylcyclohex-2-en-1-yl)but-2-en CC=1C(C(CCC1)(C)C)C\C=C\C